(3aR,4S,5R,6aS)-4-(hydroxymethyl)-5-((tetrahydro-2H-pyran-2-yl)oxy)hexahydro-2H-cyclopenta[b]furan-2-one OC[C@H]1[C@@H](C[C@@H]2OC(C[C@@H]21)=O)OC2OCCCC2